C1(=CC=CC=C1)C1=C(C=CC2=CC=CC=C12)N1CCCC1 1-(1-Phenylnaphthalen-2-yl)pyrrolidine